1-(3-(3-(6-(trifluoromethyl)pyridin-3-yl)-1H-pyrazolo[4,3-b]pyridin-1-yl)azetidin-1-yl)propan-2-en-1-one FC(C1=CC=C(C=N1)C1=NN(C=2C1=NC=CC2)C2CN(C2)C(C=C)=O)(F)F